ClC=1C(=NC(=NC1)NC1=CC=C2C=NN(C2=C1)C)NC1=C(C=CC=C1)P(C)(C)=O (2-((5-Chloro-2-((1-methyl-1H-indazol-6-yl)amino)pyrimidin-4-yl)amino)phenyl)dimethylphosphine oxide